(R)-(3-chloro-4-fluorophenyl)(3-(4-cyclopropylthiazol-2-yl)-8-methyl-5,6-dihydro-[1,2,4]triazolo[4,3-a]pyrazin-7(8H)-yl)methanone ClC=1C=C(C=CC1F)C(=O)N1[C@@H](C=2N(CC1)C(=NN2)C=2SC=C(N2)C2CC2)C